CN1CSCC1 3-methyltetrahydrothiazole